FC1=C(C=CC=C1F)C#CC=1C=C2N(C(N1)=O)CC1N2CCN(C1)C(=O)OC(C)(C)C tert-Butyl 7-((2,3-difluorophenyl)ethynyl)-9-oxo-3,4,11,11a-tetrahydro-1H-pyrazino[1',2':3,4]imidazo[1,2-c]pyrimidine-2(9H)-carboxylate